perfluoropentadecyl-triethoxysilane FC(C(F)(F)F)(O[Si](OC(C(F)(F)F)(F)F)(OC(C(F)(F)F)(F)F)C(C(C(C(C(C(C(C(C(C(C(C(C(C(C(F)(F)F)(F)F)(F)F)(F)F)(F)F)(F)F)(F)F)(F)F)(F)F)(F)F)(F)F)(F)F)(F)F)(F)F)(F)F)F